2-(2-isopropylphenyl)-9-(4-(4-methylpiperazine-1-carbonyl)benzyl)-7,9-dihydro-8H-purin-8-one C(C)(C)C1=C(C=CC=C1)C1=NC=C2NC(N(C2=N1)CC1=CC=C(C=C1)C(=O)N1CCN(CC1)C)=O